CC1CCC(NC1)C=1C=C(C=CC1)C1CCN(CC1)C(C)=O 1-[4-[3-(5-methyl-2-piperidyl)phenyl]-1-piperidyl]ethanone